1-(4-(3-phenoxybenzyl)piperazine-1-carbonyl)-1H-pyrazole-3-carboxylic acid tert-butyl ester C(C)(C)(C)OC(=O)C1=NN(C=C1)C(=O)N1CCN(CC1)CC1=CC(=CC=C1)OC1=CC=CC=C1